(R)-N-((3-cyano-5-fluoro-4-((1-((4-fluorophenyl)thio)-4-(3-methoxyazetidin-1-yl)butan-2-yl)amino)phenyl)sulfonyl)-1-methoxycyclohexane-1-carboxamide C(#N)C=1C=C(C=C(C1N[C@@H](CSC1=CC=C(C=C1)F)CCN1CC(C1)OC)F)S(=O)(=O)NC(=O)C1(CCCCC1)OC